5-(2-fluoro-6-hydroxy-3-(2-methylpyrimidin-5-yl)phenyl)-1,2,5-thiadiazolidin-3-one 1,1-dioxide FC1=C(C(=CC=C1C=1C=NC(=NC1)C)O)N1CC(NS1(=O)=O)=O